C=C=CCNCC=C methylene-bis-allylamine